FC1=NC(=CC=C1OC)N1CCC(CC1)OC 2-fluoro-3-methoxy-6-(4-methoxy-1-piperidyl)pyridine